C(C)OC1=CC2=C(C(CO2)=O)C=C1 6-ethoxy-3-oxo-benzofuran